CN1C(C2=C(C(=C1)C1=CC(N(C=C1C1=CC=CC=C1)C1CCN(CC1)C)=O)C=C(N2)C=2C=NN(C2)C(F)(F)F)=O 6-methyl-4-(1-(1-methylpiperidin-4-yl)-2-oxo-5-phenyl-1,2-dihydropyridin-4-yl)-2-(1-(trifluoromethyl)-1H-pyrazol-4-yl)-1,6-dihydro-7H-pyrrolo[2,3-c]pyridin-7-one